NC1=NC(=CC(=N1)C=1C=C(C#N)C=CC1)C=1N=NN(C1)CC1=NC(=CC=C1)C(C)OC m-[2-amino-6-(1-{[6-(1-methoxyethyl)-2-pyridinyl]methyl}-1H-1,2,3-triazol-4-yl)-4-pyrimidinyl]benzonitrile